C(=O)O[C@@H](CNC1=NC(=NC2=CC(=CC=C12)C1=CC=NN1)N)C (R)-1-((2-amino-7-(1H-pyrazol-5-yl)quinazolin-4-yl)amino)-2-propanol formate